ClC1=C(OCC(COS(=O)(=O)C)(F)F)C(=CC(=C1)C1=NNC(CC1C)=O)Cl Methanesulfonic acid 3-[2,6-dichloro-4-(4-methyl-6-oxo-4,5-dihydro-1H-pyridazin-3-yl) phenoxy]-2,2-Difluoropropyl ester